tert-butyl ((5'H,7'H-spiro[cyclopropane-1,4'-thieno[2,3-c]pyran]-7'-yl)methyl)(methyl)carbamate S1C=CC2=C1C(OCC21CC1)CN(C(OC(C)(C)C)=O)C